diallyl-ethyl-(hydroxyethyl)ethyl-ammonium sulfate S(=O)(=O)([O-])[O-].C(C=C)C(C[NH+](CCO)CC)CC=C.C(C=C)C(C[NH+](CC)CCO)CC=C